ClC1=C(C=CC2=C1C(=N[C@H](C=1N2N=C(N1)C)C)C1=NC=CC=C1F)C(F)(F)F (4S)-7-chloro-6-(3-fluoro-2-pyridyl)-2,4-dimethyl-8-(trifluoromethyl)-4H-[1,2,4]triazolo[1,5-a][1,4]benzodiazepine